BrC=1C=C2C(C(=COC2=C(C1)C)C1=CC(=CC=C1)C1(COC1)C1=NN=CN1C)=O 6-bromo-8-methyl-3-(3-(3-(4-methyl-4H-1,2,4-triazol-3-yl)oxetan-3-yl)phenyl)-4H-chromen-4-one